6-Bromo-8-chloro-1-fluoro-3-methylimidazo[1,5-a]pyridine BrC=1C=C(C=2N(C1)C(=NC2F)C)Cl